ClC=1C=C(C=C(C1CC1=C(C(=C(C=C1)O)C(C)C)F)Cl)NCC(=O)OCC ethyl (3,5-dichloro-4-(2-fluoro-4-hydroxy-3-isopropylbenzyl)phenyl)glycinate